3-methyl-5-[6-(pyridin-2-yl)pyrimidin-4-yl]benzonitrile CC=1C=C(C#N)C=C(C1)C1=NC=NC(=C1)C1=NC=CC=C1